FC1=C(C=CC(=C1)C(F)(F)F)COC1CN(C1)C(=O)N1CC(C1)NC(C)=O N-[1-[3-[[2-Fluoro-4-(trifluoromethyl)phenyl]methoxy]azetidine-1-carbonyl]azetidin-3-yl]acetamide